P(=O)([O-])([O-])[O-].[Fe+3].[V] vanadium ferric phosphate